methyl 5-bromo-2-(4-cyano-2-methoxyphenoxy)-4-methylnicotinate BrC=1C=NC(=C(C(=O)OC)C1C)OC1=C(C=C(C=C1)C#N)OC